8-fluoro-2,2-dimethyl-4-((trimethylsilyl)ethynyl)-2H-benzo[e][1,3]thiazine FC1=CC=CC=2C(=NC(SC21)(C)C)C#C[Si](C)(C)C